(2,2-difluorobenzo[d][1,3]dioxol-5-yl)-4,4,5,5-tetramethyl-1,3,2-dioxaborolane FC1(OC2=C(O1)C=CC(=C2)B2OC(C(O2)(C)C)(C)C)F